C(C=C)(=O)N1CC2(C3=C(C(NC2)=O)C(=C(N3)C3=NC(=NC=C3)N)NC3=C(C(=CC=C3)F)OC)C1 1-acryloyl-2'-(2-aminopyrimidin-4-yl)-3'-((3-fluoro-2-methoxyphenyl)amino)-5',6'-dihydrospiro[azetidine-3,7'-pyrrolo[3,2-c]pyridin]-4'(1'H)-one